4-hydroxy-β-ionone CC1=C(C(CCC1O)(C)C)/C=C/C(=O)C